tert-butyl 4-[3-[4-(2,4-dioxohexahydropyrimidin-1-yl)-8-isoquinolyl]cyclobutoxy]piperidine-1-carboxylate O=C1N(CCC(N1)=O)C1=CN=CC2=C(C=CC=C12)C1CC(C1)OC1CCN(CC1)C(=O)OC(C)(C)C